C1(CC1)C=1C(=CC(=C(CN2CCC3(CN(C(N3)=O)C3=CC=C(C(=O)O)C=C3)CC2)C1)OCC)C(CO)O 4-(8-(5-cyclopropyl-4-(1,2-dihydroxyethyl)-2-ethoxybenzyl)-2-oxo-1,3,8-triazaspiro[4.5]decan-3-yl)benzoic acid